6-((1s,3s)-3-(dimethylamino)cyclobutoxy)-5-methoxypyridin-3-amine CN(C1CC(C1)OC1=C(C=C(C=N1)N)OC)C